zinc (4-carboxyphenyl)porphyrin C(=O)(O)C1=CC=C(C=C1)C1=C2NC(=C1)C=C1C=CC(=N1)C=C1C=CC(N1)=CC=1C=CC(N1)=C2.[Zn]